(3S,4R)-4-methyl-7-(piperazin-1-yl)chroman C[C@@H]1CCOC2=CC(=CC=C12)N1CCNCC1